C(C)(C)C1=CC=C(C=C1)N1C=NN(C1=O)CC1=CC(=C(OC(C(=O)OCC)(C)C)C(=C1)C)C Ethyl 2-(4-((4-(4-isopropylphenyl)-5-oxo-4,5-dihydro-1H-1,2,4-triazol-1-yl) methyl)-2,6-dimethylphenoxy)-2-methylpropionate